[Cl-].NC=1C=C(C(=C2C(C=C(C(C12)=O)Br)=N)O)NC1=CC(=CC=C1)[N+](C)(C)C 8-amino-2-bromo-5-hydroxy-4-imino-6-{[3-(trimethylammonio)-phenyl]amino}-1(4H)-naphthalenone chloride